2-(6-(((2S,6S)-2,6-dicyclopropylpiperidin-4-yl)oxy)pyridazin-3-yl)-6-(1,3-dimethyl-1H-pyrazol-4-yl)-2,3-dihydro-1H-pyrrolo[3,4-c]pyridin-1-one C1(CC1)[C@H]1N[C@@H](CC(C1)OC1=CC=C(N=N1)N1CC=2C=NC(=CC2C1=O)C=1C(=NN(C1)C)C)C1CC1